1-(trifluoromethyl)-3-(3-vinylphenoxy)benzene FC(C1=CC(=CC=C1)OC1=CC(=CC=C1)C=C)(F)F